4-chloro-1-(cyclopropylmethoxy)-2-nitrobenzene ClC1=CC(=C(C=C1)OCC1CC1)[N+](=O)[O-]